ClC=1C(=CC(=C(C1)S(=O)(=O)N(C=1SC=CN1)CC1=C(C=C(C=C1)OC)OC)F)OCC=1C=CC=C2C=CN=CC12 5-chloro-N-(2,4-dimethoxybenzyl)-2-fluoro-4-(isoquinolin-8-ylmethoxy)-N-(thiazol-2-yl)benzenesulfonamide